COC=1C=C(C=CC1OC)[C@@H](C)NC(\C=C\C1=CNC2=NC=C(C=C21)C2=CC(=CC(=C2)S(=O)(=O)C)F)=O (R,E)-N-(1-(3,4-dimethoxyphenyl)ethyl)-3-(5-(3-fluoro-5-(methylsulfonyl)phenyl)-1H-pyrrolo[2,3-b]pyridin-3-yl)acrylamide